12-Chloro-9-(2-fluorophenyl)-2,3,8-triazatricyclo[8.4.0.02,6]tetradecaN ClC1CC2C(NCC3CCNN3C2CC1)C1=C(C=CC=C1)F